1-((5-(1-(2,6-dichlorophenyl)azetidin-3-yl)-3,4-dimethylpyridin-2-yl)methyl)-piperidine-4-carboxylic acid, formic acid salt C(=O)O.ClC1=C(C(=CC=C1)Cl)N1CC(C1)C=1C(=C(C(=NC1)CN1CCC(CC1)C(=O)O)C)C